2-(3-Methoxyphenyl)benzo[d]oxazole-5-carboxylic acid COC=1C=C(C=CC1)C=1OC2=C(N1)C=C(C=C2)C(=O)O